NCC1CN(CC1)CC=O 2-[3-(AMINOMETHYL)PYRROLIDIN-1-YL]ACETALDEHYDE